phenyl-(2,4,6-trimethoxyphenyl)iodonium C1(=CC=CC=C1)[I+]C1=C(C=C(C=C1OC)OC)OC